1-allyl-2,3-dihexylpyridine hexafluoroarsenate F[As-](F)(F)(F)(F)F.C(C=C)N1C(C(=CC=C1)CCCCCC)CCCCCC